1-(3-chloro-4-fluorophenyl)-3-(3-fluoro-5-(quinoxaline-6-carbonyl)phenyl)urea ClC=1C=C(C=CC1F)NC(=O)NC1=CC(=CC(=C1)C(=O)C=1C=C2N=CC=NC2=CC1)F